ClC1=C2C(=NC=C1)NCC2(CC)C=2C=C(C=CC2)N2C(CN(CC2)S(=O)(=O)CCN2CCN(CC2)C=2C=C1C(N(C(C1=CC2)=O)C2C(NC(CC2)=O)=O)=O)=O 5-(4-{2-[4-(3-{4-chloro-3-ethyl-1H-pyrrolo[2,3-b]pyridin-3-yl}phenyl)-3-oxopiperazine-1-sulfonyl]ethyl}piperazin-1-yl)-2-(2,6-dioxopiperidin-3-yl)isoindole-1,3-dione